C(C)C(C[Ce+2])CCCC 2-ethylhexyl-cerium (III)